[N+](=O)([O-])C=1C(=NNC1[N+](=O)[O-])C1=NNC(=N1)N 3-(4,5-dinitro-1H-pyrazol-3-yl)-1H-1,2,4-triazole-5-amine